1-methyl-N-((6-(2-(thiazol-4-yl)ethoxy)-1H-indol-2-yl)methyl)cyclopropane-1-carboxamide CC1(CC1)C(=O)NCC=1NC2=CC(=CC=C2C1)OCCC=1N=CSC1